Methyl (3S)-3-[[[(5R)-3-(3,5-difluorophenyl)-5-methyl-4H-1,2-oxazol-5-yl]carbonyl]amino]cyclopentene-1-carboxylate FC=1C=C(C=C(C1)F)C1=NO[C@@](C1)(C)C(=O)N[C@@H]1C=C(CC1)C(=O)OC